CC(CC1=CC(=C(C(=C1)OC)OC)OC)N trimethoxyamphetamine